C(C)(C)(C)OC(=O)N1[C@H]2CC(C[C@@H]1CC2)NC2=NC=C(C=C2[N+](=O)[O-])Cl (1r,3r,5s)-3-((5-chloro-3-nitropyridin-2-yl)amino)-8-azabicyclo[3.2.1]octane-8-carboxylic acid tert-butyl ester